FC1=C(C=C(C(=C1)C)C1=CC2=C(N=C(N=C2)NC)N=C1C)NC(=O)N1C[C@H](OCC1)C(F)(F)F (2S)-N-[2-fluoro-4-methyl-5-[7-methyl-2-(methylamino)pyrido[2,3-d]pyrimidin-6-yl]phenyl]-2-(trifluoromethyl)morpholine-4-carboxamide